C(C)(C)N1CCN(CC1)C1=CC=C(C=O)C=C1 4-(4-isopropylpiperazin-1-yl)benzaldehyde